methyl 5-[[[(3R)-morpholine-3-carbonyl]amino]methyl]pyridine-2-carboxylate hydrochloride Cl.N1[C@H](COCC1)C(=O)NCC=1C=CC(=NC1)C(=O)OC